(S)-10-((5-Chloro-2-((R)-3-methylazepan-1-yl)pyrimidin-4-yl)amino)-2-cyclopropyl-3,3-difluoro-7-methyl-1,2,3,4-tetrahydro-[1,4]oxazepino[2,3-c]chinolin-6(7H)-on ClC=1C(=NC(=NC1)N1C[C@@H](CCCC1)C)NC1=CC=2C3=C(C(N(C2C=C1)C)=O)OCC([C@@H](N3)C3CC3)(F)F